FC1=CC=C(C=C1)N1C(N(C=C(C1=O)C(=O)NC1=CC=C(OC2=CC=NC3=CN=C(C=C23)C(=O)NC2CCN(CC2)C)C=C1)[C@@H](CO)C)=O |r| 4-[4-[[3-(4-fluorophenyl)-2,4-dioxo-1-[rac-(1R)-2-hydroxy-1-methyl-ethyl]pyrimidine-5-carbonyl]amino]phenoxy]-N-(1-methyl-4-piperidyl)-1,7-naphthyridine-6-carboxamide